tert-butyl (2S)-2-[[3-(methoxymethylene)cyclobutanecarbonyl]-methyl-amino]-3-methyl-butanoate COC=C1CC(C1)C(=O)N([C@H](C(=O)OC(C)(C)C)C(C)C)C